5-Chloro-N-((7-chloroquinoxalin-6-yl)methyl)-4-(piperazin-1-yl)pyridin-3-amine ClC=1C(=C(C=NC1)NCC=1C=C2N=CC=NC2=CC1Cl)N1CCNCC1